(S)-N-(3-fluoro-5-methyl-4-((3-(2-(piperidin-3-ylamino)pyrimidin-4-yl)pyridin-2-yl)oxy)phenyl)butane-1-sulfonamide FC=1C=C(C=C(C1OC1=NC=CC=C1C1=NC(=NC=C1)N[C@@H]1CNCCC1)C)NS(=O)(=O)CCCC